ClC1=CC(=C(C=C1C#N)NS(=O)(=O)C=1C=C(C(=O)OC)C=CC1O)N1C(CCCC1)CN(C(C(F)(F)F)=O)CCO methyl 3-(N-(4-chloro-5-cyano-2-(2-((2,2,2-trifluoro-N-(2-hydroxyethyl)acetamido)methyl)piperidin-1-yl)phenyl)sulfamoyl)-4-hydroxybenzoate